C(C)OC=1C=C(C(=O)NC2=NC=CC(=C2)C(F)(F)F)C=CC1 3-ethoxy-N-(4-(trifluoromethyl)pyridin-2-yl)benzamide